Calcium L-Glutamic Acid N[C@@H](CCC(=O)O)C(=O)O.[Ca]